3-(4-chlorophenyl)-2,2-difluoro-3-hydroxypropionic acid ethyl ester C(C)OC(C(C(O)C1=CC=C(C=C1)Cl)(F)F)=O